N[C@H](C(=O)O)C1=CC=C(C=C1)Cl (S)-2-amino-2-(4-chlorophenyl)acetic acid